NC=1C(=C(C=C2C=C(N=CC12)NC(=O)N1CC2(C1)CCOCC2)C2=C(C1=C(OCCN1)N=C2)C)F N-(8-Amino-7-fluoro-6-(8-methyl-2,3-dihydro-1H-pyrido[2,3-b][1,4]oxazin-7-yl)isoquinolin-3-yl)-7-oxa-2-azaspiro[3.5]nonane-2-carboxamide